3-(2-(((3-chlorophenyl)thio)methyl)imidazo[1,2-a]pyridin-6-yl)-5-(trifluoromethyl)-1,2,4-oxadiazole ClC=1C=C(C=CC1)SCC=1N=C2N(C=C(C=C2)C2=NOC(=N2)C(F)(F)F)C1